ClC1=C2[C@@H](N3C(C2=CC=C1)=CN=C3)[C@H]3[C@@H](COCC3)O (3S,4S)-4-((S)-6-chloro-5H-imidazo[5,1-a]isoindol-5-yl)tetrahydro-2H-pyran-3-ol